C1(CC1)OC1=C(C=C(C(=O)N)C=C1)OC 4-cyclopropoxy-3-methoxybenzamide